N-methyl-6-oxo-N-((1r,3R)-3-(o-tolyl)cyclobutyl)-7-oxa-5-azaspiro[3.4]octane-2-carboxamide CN(C(=O)C1CC2(C1)NC(OC2)=O)C2CC(C2)C2=C(C=CC=C2)C